E-β-Homoalanine N[C@@H](C)CC(=O)O